(5-(4-(4-(2-chlorophenoxy)piperidin-1-yl)phenyl)-1,3,4-thiadiazol-2-yl)methyl acetate C(C)(=O)OCC=1SC(=NN1)C1=CC=C(C=C1)N1CCC(CC1)OC1=C(C=CC=C1)Cl